OC(CC(=O)[C@](O)(C[N+](C)(C)C)CC([O-])=O)(C)C 3-Hydroxyisovaleryl-L-carnitine